N[C@@H]1CC2(CN(C2)C=2C(NC(=CN2)SC2=C(C(=CC=C2)Cl)Cl)=O)CC1 (S)-3-(6-amino-2-azaspiro[3.4]octan-2-yl)-6-((2,3-dichlorophenyl)thio)pyrazin-2(1H)-one